(S)-N-(5-(3-carbamoyl-4-fluorophenyl)thiazol-2-yl)-1-cyanopyrrolidine-3-carboxamide C(N)(=O)C=1C=C(C=CC1F)C1=CN=C(S1)NC(=O)[C@@H]1CN(CC1)C#N